m-(Dispiro[cyclohexane-1,3'-[1,2,4]trioxolane-5',2''-tricyclo[3.3.1.13,7]decan]-3-yl)phenol C12C3(C4CC(CC(C1)C4)C2)OC2(OO3)CC(CCC2)C=2C=C(C=CC2)O